ClC1=C(C=CC=C1Cl)SC=1N=C(C(=NC1C)N1CCC2(CCC[C@H]2NC(OC(C)(C)C)=O)CC1)C1=CC=NN1C1OCCCC1 tert-butyl ((1R)-8-(5-((2,3-dichlorophenyl)thio)-6-methyl-3-(1-(tetrahydro-2H-pyran-2-yl)-1H-pyrazol-5-yl)pyrazin-2-yl)-8-azaspiro[4.5]decan-1-yl)carbamate